4-(3-(Phenylamino)imidazo[1,2-a]pyridin-2-yl)benzoic acid C1(=CC=CC=C1)NC1=C(N=C2N1C=CC=C2)C2=CC=C(C(=O)O)C=C2